(S)-2,10-dicarbamoyl-3,9-dimethoxy-6,8,13,13a-tetrahydro-5H-dibenzo[a,g]quinolizine C(N)(=O)C=1C(=CC2=C([C@@H]3CC4=C(CN3CC2)C(=C(C=C4)C(N)=O)OC)C1)OC